C(C)N1CC2=CC(=C(C=C2CC1)OC)NC=1N=NC(=C(N1)NC1=CC(=CC=C1)F)C(=O)N ((2-Ethyl-6-methoxy-1,2,3,4-tetrahydroisoquinolin-7-yl)amino)-5-((3-fluorophenyl)amino)-1,2,4-triazine-6-carboxamide